tert-butyl (4-((5-((5-chloro-6-(2-chloroethoxy)-7-cyano-1,2,3,4-tetrahydronaphthalen-1-yl)amino)pyridin-2-yl)oxy)butyl)carbamate ClC1=C2CCCC(C2=CC(=C1OCCCl)C#N)NC=1C=CC(=NC1)OCCCCNC(OC(C)(C)C)=O